5,6,7,8-tetrahydro-1,8-naphthyridine-2-propionic acid N1=C(C=CC=2CCCNC12)CCC(=O)O